N-(2-fluorophenyl)-1-methyl-2-oxo-4-[3-(trifluoromethyl)phenyl]-3-pyrrolidinecarboxamide FC1=C(C=CC=C1)NC(=O)C1C(N(CC1C1=CC(=CC=C1)C(F)(F)F)C)=O